C(C)(C)(C)OC(C(=O)O)C=1C(=C2C(=NC1)SC(=C2)C)C2=CC=C(C=C2)C 2-(tert-butoxy)-2-(2-methyl-4-(p-tolyl)thieno[2,3-b]pyridin-5-yl)acetic acid